S(N)(=O)(=O)CCC(C)OC(C)=O acetic acid 4-sulfamoylbutan-2-yl ester